C(C)(C)(C)[C@@H]1CC=2C=C3C(=NC2CC1)SC(=N3)C(=O)N[C@H](CC[NH+]3CCC(CC3)O)C3=CC=C(C=C3)C=3C(=NNC3)C#N |r| rac-(7S)-7-tert-butyl-N-[rac-(1R)-1-[4-(3-cyano-1H-pyrazol-4-yl)phenyl]-3-(4-hydroxypiperidin-1-ium-1-yl)propyl]-5,6,7,8-tetrahydrothiazolo[5,4-b]quinoline-2-carboxamide